(R)-8-(5-(5-(1-(1H-pyrrolo[2,3-b]pyridin-4-yl)ethoxy)-1H-indazol-3-yl)pyridin-2-yl)-2-methyl-2,8-diazaspiro[4.5]decan-1-one N1C=CC=2C1=NC=CC2[C@@H](C)OC=2C=C1C(=NNC1=CC2)C=2C=CC(=NC2)N2CCC1(CCN(C1=O)C)CC2